1-((S)-2-((3S,8S,9S,10R,13S,14S,17R)-3-hydroxy-10,13-dimethyl-2,3,4,7,8,9,10,11,12,13,14,15,16,17-tetradecahydro-1H-cyclopenta[a]phenanthren-17-yl)propyl)-3-methylurea O[C@H]1CC[C@@]2([C@H]3CC[C@@]4([C@H](CC[C@H]4[C@@H]3CC=C2C1)[C@@H](CNC(=O)NC)C)C)C